Tert-butyl (2-iodophenyl)(pyridin-2-yl)carbamate IC1=C(C=CC=C1)N(C(OC(C)(C)C)=O)C1=NC=CC=C1